ClC=1C=CC2=C(CC3(CC=4N2C(=NN4)C4CN(CC4)CC=4C=NC=CC4)OCCO3)C1 8'-chloro-1'-[1-(pyridin-3-ylmethyl)pyrrolidin-3-yl]-4'H,6'H-spiro[1,3-dioxolan-2,5'-[1,2,4]triazolo[4,3-a][1]benzazepine]